(1R,3S)-3-{5-[2-(2-formyl-3-hydroxy-4-methylphenoxy)acetamido]-2H-pyrazol-3-yl}cyclopentyl N-isopropylcarbamate C(C)(C)NC(O[C@H]1C[C@H](CC1)C=1NN=C(C1)NC(COC1=C(C(=C(C=C1)C)O)C=O)=O)=O